ClC1=C(C=C(C=C1)F)C(C)C=1C=CC=C2C[C@H](C(N(C12)C)=O)NC(=O)N ((3R)-8-(1-(2-chloro-5-fluorophenyl)ethyl)-1-methyl-2-oxo-1,2,3,4-tetrahydroquinolin-3-yl)urea